8,9-dibromo-3-methyl-2,3,4,5-tetrahydro-1H-naphtho[2,3-d]azepine-6,11-dione BrC=1C=C2C(C3=C(CCN(CC3)C)C(C2=CC1Br)=O)=O